ClC1=C(C=C(C(=C1)B1OC(C(O1)(C)C)(C)C)F)CN(C)C 1-(2-chloro-5-fluoro-4-(4,4,5,5-tetramethyl-1,3,2-dioxaborolan-2-yl)phenyl)-N,N-dimethylmethanamine